C1(CCC1)N(C=1C=C(C=NC1)S(=O)(=O)N)C 5-[cyclobutyl-(methyl)amino]pyridine-3-sulfonamide